7,8,3-trihydroxyflavone OC1=CC=C2C(C(=C(OC2=C1O)C1=CC=CC=C1)O)=O